N-{1-[4-(trifluoromethyl)phenyl]-1H-indazol-4-yl}benzamide hydrochloride Cl.FC(C1=CC=C(C=C1)N1N=CC2=C(C=CC=C12)NC(C1=CC=CC=C1)=O)(F)F